2-(2-(2-(2-azidoethoxy)ethoxy)ethyl)-2,3-dihydroxybutanediamide N(=[N+]=[N-])CCOCCOCCC(C(=O)N)(C(C(=O)N)O)O